Dimethyl 4-amino-5-((4-(tert-butoxycarbonyl)-2-nitrophenyl)ethynyl)phthalate NC=1C=C(C(C(=O)OC)=CC1C#CC1=C(C=C(C=C1)C(=O)OC(C)(C)C)[N+](=O)[O-])C(=O)OC